2-((S)-1-[1,4]dioxan-2-ylmethoxy)-1-isopropyl-9-(3-methyl-butyl)-6,7-dihydro-pyrido[2,1-a]isoquinolin-4-one O1[C@@H](COCC1)COC=1C(=C2N(CCC3=CC(=CC=C23)CCC(C)C)C(C1)=O)C(C)C